C1N(CCC2=CC=CC=C12)[C@H]1[C@@H](CN(CC1)C(=O)C1=CC2=C(OC(C(N2)=O)CC)C=C1)O 6-((3R,4R)-4-(3,4-dihydroisoquinolin-2(1H)-yl)-3-hydroxypiperidine-1-carbonyl)-2-ethyl-2H-benzo[b][1,4]oxazin-3(4H)-one